4-Bromo-2-chloro-5-methoxypyridine BrC1=CC(=NC=C1OC)Cl